2,4-dihydroxy-5-isopropylbenzoic acid methyl ester COC(C1=C(C=C(C(=C1)C(C)C)O)O)=O